benzyl (3S,4R)-3-hydroxy-4-vinylpyrrolidine-1-carboxylate O[C@@H]1CN(C[C@H]1C=C)C(=O)OCC1=CC=CC=C1